rac-methyl (1R,3S)-3-((5-chloro-4-(3-(4-fluoro-2-oxopyridin-1(2H)-yl)phenyl)pyrimidin-2-yl)amino)cyclohexane-1-carboxylate ClC=1C(=NC(=NC1)N[C@@H]1C[C@@H](CCC1)C(=O)OC)C1=CC(=CC=C1)N1C(C=C(C=C1)F)=O |r|